FC(C(=O)O)(F)F.COC1=NC=CC=C1C(CC#N)N1N=CC(=C1)C=1C2=C(N=CN1)NC=C2 3-(2-methoxypyridin-3-yl)-3-[4-(7H-pyrrolo[2,3-d]pyrimidin-4-yl)-1H-pyrazol-1-yl]propanenitrile trifluoroacetate